CC1(COC(OC1)C1=CC=C(C=C1)[N+](=O)[O-])C 5,5-dimethyl-2-(4-nitrophenyl)-1,3-dioxane